bis-(2,4-di-t-butylphenyl)pentaerythritol CC(C)(C)C1=CC(=C(C=C1)C(C2=C(C=C(C=C2)C(C)(C)C)C(C)(C)C)(C(CO)(CO)CO)O)C(C)(C)C